4-(furan-2-yl)-6-iodopyrimidin-2-amine O1C(=CC=C1)C1=NC(=NC(=C1)I)N